CN(CCC=1N=C(C(N(C1)[C@H](C(=O)NCCC(=O)O)CC(C)C)=O)OC)C 3-((S)-2-(5-(2-(dimethylamino)ethyl)-3-methoxy-2-oxopyrazin-1(2H)-yl)-4-methylpentanamido)propanoic acid